C(C)(C)(C)OC(=O)N1C(C2=CC=NC=C2CC1)NCC1=C(C=C(C=C1)Cl)F ((4-chloro-2-fluorobenzyl)amino)-3,4-dihydro-2,6-naphthyridine-2(1H)-carboxylic acid tert-butyl ester